heptyl p-hydroxybenzoate OC1=CC=C(C(=O)OCCCCCCC)C=C1